N-((2-(2,6-dioxopiperidin-3-yl)-1,3-dioxoisoindolin-4-yl)methyl)cyclopropanecarboxamide O=C1NC(CCC1N1C(C2=CC=CC(=C2C1=O)CNC(=O)C1CC1)=O)=O